tetrakis(2,4-di-t-butylphenyl)4,4'-biphenyl diphosphite OP(O)OP(O)O.C(C)(C)(C)C1=C(C=CC(=C1)C(C)(C)C)C=1C(=C(C(=C(C1)C1=C(C=C(C=C1)C(C)(C)C)C(C)(C)C)C1=C(C=C(C=C1)C(C)(C)C)C(C)(C)C)C1=C(C=C(C=C1)C(C)(C)C)C(C)(C)C)C1=CC=CC=C1